(S)-(2,2-dimethyl-cyclopropyl)methanol CC1([C@H](C1)CO)C